(8E,12E,14E)-7-((4-Cycloheptylpiperazin-1-yl)carbonyl)oxy-3,6,16,21-tetrahydroxy-6,10,12,16,20-pentamethyl-18,19-epoxytricosa-8,12,14-trien-11-olide C1(CCCCCC1)N1CCN(CC1)C(=O)OC\1C(CCC(CC(=O)OC(C(/C=C1)C)\C(=C\C=C\C(CC1C(C(C(CC)O)C)O1)(C)O)\C)O)(C)O